O=S1(CCN(CC1)CC=1N=NN(C1)CCOCCOCCOCCN1C(C=2C=CC=3C(N(C(C=4C3C2C(C1=O)=CC4)=O)CCOCCOCCOCCN4N=NC(=C4)CN4CCS(CC4)(=O)=O)=O)=O)=O 2,7-bis(2-(2-(2-(2-(4-((1,1-dioxidothiomorpholino)methyl)-1H-1,2,3-triazol-1-yl)ethoxy)ethoxy)ethoxy)ethyl)benzo[lmn][3,8]phenanthroline-1,3,6,8(2H,7H)-tetraone